BrC=1SC(=CC1S(=O)(=O)NCCC(=O)O)Br 3-[(2,5-dibromothiophene-3-sulfonyl)amino]propanoic acid